N=1N=CN(C1)C1=CC(=NC=C1)C(=O)O 4-(4H-1,2,4-triazol-4-yl)picolinic acid